N-methyl-N-(4-pyridylmethyl)amine hydrochloride Cl.CNCC1=CC=NC=C1